(R)-8-(6-(1-(2-(3,3-dimethylpyrrolidin-1-yl)ethoxy)ethyl)pyridin-3-yl)-3-methyl-1-(tetrahydro-2H-pyran-4-yl)-1H-imidazo[4,5-c]cinnolin-2(3H)-one CC1(CN(CC1)CCO[C@H](C)C1=CC=C(C=N1)C1=CC=2C3=C(N=NC2C=C1)N(C(N3C3CCOCC3)=O)C)C